C(C(O)CO)OC(CCCCCCCCCCC)=O lauric acid glyceryl ester